N-lactoyl-Tryptophan C(C(O)C)(=O)N[C@@H](CC1=CNC2=CC=CC=C12)C(=O)O